4-methyl-2-(4-(4-methylpiperazin-1-yl)phenyl)quinazoline CC1=NC(=NC2=CC=CC=C12)C1=CC=C(C=C1)N1CCN(CC1)C